1-(4-ethylphenyl)-1-ethanone C(C)C1=CC=C(C=C1)C(C)=O